ethyl 2-morpholineacetate N1CC(OCC1)CC(=O)OCC